BrC1=CC=C2C=C(N(C2=C1)CC1CC1)C=O 6-bromo-1-(cyclopropylmethyl)-1H-indole-2-carbaldehyde